FC=1C=C(C=CC1C1=CSC=C1)C(C)=O 1-(3-fluoro-4-(thien-3-yl)phenyl)ethan-1-one